CCCCCCC=CCCC 7-undecene